3,4-Dibenzyloxybenzaldehyde C(C1=CC=CC=C1)OC=1C=C(C=O)C=CC1OCC1=CC=CC=C1